methyl-glucose hemistearate C(CCCCCCCCCCCCCCCCC)(=O)O.CC(=O)[C@H](O)[C@@H](O)[C@H](O)[C@H](O)CO.CC(=O)[C@H](O)[C@@H](O)[C@H](O)[C@H](O)CO